C[N+]=1N(C=C(C1)C)C 1,2,4-trimethylpyrazolium